N-((5-hydroxyisoquinolin-6-yl)(pyridin-3-yl)methyl)butyramide OC1=C2C=CN=CC2=CC=C1C(NC(CCC)=O)C=1C=NC=CC1